The molecule is the stable isotope of antimony with relative atomic mass 122.904216, 42.8 atom percent natural abundance and nuclear spin 7/2. It is an antimony(0) and an antimony atom. [123Sb]